3-(4-Isopropylcyclohex-1-en-1-yl)-2-methylpropanal C(C)(C)C1CC=C(CC1)CC(C=O)C